NC1=NC=CC(=C1Cl)SC1=C(N=C(C(=N1)CO)N1CCC2(CC1)[C@@H](C1=C(N=CS1)C2)N)C (S)-(6-((2-amino-3-chloropyridin-4-yl)thio)-3-(6-amino-4,6-dihydrospiro[cyclopenta[d]thiazol-5,4'-piperidin]-1'-yl)-5-methylpyrazin-2-yl)methanol